Cl.NC=1C=2N(C3=C(N1)C=NC(=C3)C(=O)O)C=NC2 4-aminoimidazo[1,5-a]pyrido[3,4-e]pyrazine-8-carboxylic acid hydrochloride